FC(C(=O)O)C fluoropropionic acid